quaterstyrene C(=CC1=CC=CC=C1)C(=CC1=CC=CC=C1)C(=CC1=CC=CC=C1)C=CC1=CC=CC=C1